NCCCCNC(=O)C=1OC(=CC1)C1=CC(=CC=C1)C#CCN N-(4-aminobutyl)-5-(3-(3-aminoprop-1-yn-1-yl)phenyl)furan-2-carboxamide